C(C)(C)C1=C2C(=NC=C1C(=O)O)N(N=C2)C2=C(C(=CC(=C2)F)F)F 4-isopropyl-1-(2,3,5-trifluorophenyl)-1H-pyrazolo[3,4-b]-pyridine-5-carboxylic acid